(1S,3S,5S)-N-(3-methoxybenzyl)-5-methyl-2-((4-phenoxybenzoyl)glycyl)-2-azabicyclo[3.1.0]hexane-3-carboxamide COC=1C=C(CNC(=O)[C@H]2N([C@H]3C[C@]3(C2)C)C(CNC(C2=CC=C(C=C2)OC2=CC=CC=C2)=O)=O)C=CC1